C(C)(C)C1=C(C=CC=C1)C=1N=C(N2C1CNCC2)C 1-(2-isopropylphenyl)-3-methyl-5,6,7,8-tetrahydroimidazo[1,5-a]pyrazine